O1C(CCCC1)O[C@@H](C)C=1N(C=CN1)CC1=NOC(=C1)C1=CC=C(C=C1)C#CC1=CC=C(C=C1)N1CCC(CC1)O 1-(4-((4-(3-((2-((1S)-1-((tetrahydro-2H-pyran-2-yl)oxy)ethyl)-1H-imidazol-1-yl)methyl)isoxazol-5-yl)phenyl)ethynyl)phenyl)piperidin-4-ol